FC1=CC=C(C=C1)C=1N=CN(C1C1=CC(=NC=C1)NC(C1=CC=CC=C1)=O)CC(N1CCNCC1)=O N-{4-[4-(4-fluorophenyl)-1-[2-oxo-2-(piperazin-1-yl)ethyl]-1H-imidazol-5-yl]Pyridine-2-Yl}benzamide